(trans-4'-n-propylcyclohexyl)-cyclohexenyl-4-trifluoromethoxybenzene C(CC)[C@@H]1CC[C@H](CC1)C1=C(C=CC(=C1)OC(F)(F)F)C1=CCCCC1